C1(CC1)C#C[C@H]1CN=C2N1C1=CC=C(C=C1C(N2CC=2C=NN(C2)C)=O)S(=O)(=O)NC2(CC2)C (S)-1-(cyclopropylethynyl)-4-((1-methyl-1H-pyrazol-4-yl)methyl)-N-(1-methylcyclopropyl)-5-oxo-1,2,4,5-tetra-hydroimidazo[1,2-a]quinazoline-7-sulfonamide